methyl 6-[(6-fluoro-3-pyridyl)oxy]-1-methyl-indazole-5-carboxylate FC1=CC=C(C=N1)OC1=C(C=C2C=NN(C2=C1)C)C(=O)OC